6-(5-fluoro-2-methyl-4-(1H-1,2,4-triazol-3-yl)phenyl)-4-(trans-4-hydroxycyclohexyl)-3,4-dihydropyrazino[2,3-b]pyrazin-2(1H)-one FC=1C(=CC(=C(C1)C=1N=C2C(=NC1)NC(CN2[C@@H]2CC[C@H](CC2)O)=O)C)C2=NNC=N2